C(CCCCC)OC(C(C(=C)C1=CC=C(C=C1)Cl)(F)F)=O 2,2-difluoro-3-(4-chlorophenyl)-3-butenoic acid n-hexyl ester